FC=1C=C(C=CC1OC1=C2C(=NC=C1)NC(N2C)=O)NC(=O)C=2C=NN(C2C(F)(F)F)C2=CC=CC=C2 N-(3-fluoro-4-((1-methyl-2-oxo-2,3-dihydro-1H-imidazo[4,5-b]pyridine-7-yl)oxy)phenyl)-1-phenyl-5-(trifluoromethyl)-1H-pyrazole-4-carboxamide